(1S,4s)-4-(2-Fluoro-4-methoxy-5-(((1R,2R,3S,4S)-3-((3-(pentafluoro-λ6-sulfaneyl)phenyl)carbamoyl)bicyclo[2.2.1]heptan-2-yl)carbamoyl)phenoxy)cyclohexane-1-carboxylic Acid FC1=C(OC2CCC(CC2)C(=O)O)C=C(C(=C1)OC)C(N[C@@H]1[C@@H]2CC[C@H]([C@@H]1C(NC1=CC(=CC=C1)S(F)(F)(F)(F)F)=O)C2)=O